tert-butyl (1R,5R,6R)-3-(6-chloro-5-fluoro-3,4-dimethyl-2,7-naphthyridin-1-yl)-6-triethylsilyloxy-3,8-diazabicyclo[3.2.1]octane-8-carboxylate ClC=1C(=C2C(=C(N=C(C2=CN1)N1C[C@H]2C[C@H]([C@@H](C1)N2C(=O)OC(C)(C)C)O[Si](CC)(CC)CC)C)C)F